NC1=CC=C(C(=C1C(=O)N(C)C)F)C=1C(=C2C(=NC1)NCC21CCC(CC1)O)Cl 6-Amino-3-(4'-chloro-4-hydroxy-1',2'-dihydrospiro[cyclohexane-1,3'-pyrrolo[2,3-b]pyridin]-5'-yl)-2-fluoro-N,N-dimethylbenzamide